2-(5-methoxy-1H-indol-3-yl)-N,N-dimethylethan-1-amine fumarate salt C(\C=C\C(=O)O)(=O)O.COC=1C=C2C(=CNC2=CC1)CCN(C)C